22-(3-fluoro-bicyclo[1.1.1]pent-1-yl)docosa-21-enoic acid FC12CC(C1)(C2)C=CCCCCCCCCCCCCCCCCCCCC(=O)O